(R)-3-(1-Acryloylpyrrolidin-3-yl)-7-amino-1-(4-(2,3-difluorophenoxy)phenyl)-1,5-dihydro-4H-pyrrolo[2,3-d]pyridazin-4-on C(C=C)(=O)N1C[C@H](CC1)C1=CN(C=2C(=NNC(C21)=O)N)C2=CC=C(C=C2)OC2=C(C(=CC=C2)F)F